N-[(E)-1-(4-bromo-2-hydroxy-phenyl)ethylideneamino]acetamide methyl-((3R,4S)-4-methoxytetrahydrofuran-3-yl)glycinate CN(CC(=O)O)[C@@H]1COC[C@H]1OC.BrC1=CC(=C(C=C1)\C(\C)=N\NC(C)=O)O